4-((1s,3s)-3-ethynyl-cyclobutyl)piperazine-1-carboxylic acid tert-butyl ester C(C)(C)(C)OC(=O)N1CCN(CC1)C1CC(C1)C#C